COC=1C=C(C=CC1NC1=CC(=C2C(=N1)NC=C2C(F)(F)F)NC)C(=O)N2CCOCC2 (3-Methoxy-4-((4-(methylamino)-3-(trifluoromethyl)-1H-pyrrolo[2,3-b]pyridin-6-yl)amino)phenyl)(morpholino)methanon